2-Fluoro-3-methoxy-phenol FC1=C(C=CC=C1OC)O